C(#N)C1=CC(=C(OC=2C3C(N=C(N2)NC2=CC=C(C=C2)C#N)CCN(C3)C(=O)NC3CCOCC3)C(=C1)C)C 4-(4-cyano-2,6-dimethylphenoxy)-2-[(4-cyanophenyl)amino]-N-(oxacyclohexan-4-yl)-4aH,5H,6H,7H,8H,8aH-pyrido[4,3-d]pyrimidine-6-carboxamide